C(=O)(OC(C)(C)C)C1(O)[C@H](N)[C@@H](O)[C@H](O)[C@H](O1)CO Boc-glucosamine